N-[(3-(4-trifluoromethylpyridin-2-yloxy)phenyl)thiocarbamoyl]thiophene-2-carboxamide FC(C1=CC(=NC=C1)OC=1C=C(C=CC1)NC(=S)NC(=O)C=1SC=CC1)(F)F